1-((6-(1H-imidazol-1-yl)pyridazin-3-yl)methyl)-4-cyclobutyl-1,4-dihydropyrazine-2,3-dione N1(C=NC=C1)C1=CC=C(N=N1)CN1C(C(N(C=C1)C1CCC1)=O)=O